C(C)(=O)N1C(N(C2=C1C=CC(=C2)S(=O)(=O)N(C(C)=O)C2(CC2)CF)C2=NC(=NS2)C)=O N-[1-acetyl-3-(3-methyl-1,2,4-thiadiazol-5-yl)-2-oxo-benzimidazol-5-yl]sulfonyl-N-[1-(fluoromethyl)cyclopropyl]acetamide